1'-(4-methoxybenzyl)-3,3-dimethyl-6',7'-dihydro-1'H-spiro[cyclohexane-1,4'-pyrano[3,4-d]imidazol]-4-one COC1=CC=C(CN2C=NC3=C2CCOC32CC(C(CC2)=O)(C)C)C=C1